2-chloro-6-methylsulfanyl-4-piperidin-1-ylpyrimido[5,4-D]pyrimidine ClC=1N=C(C2=C(N1)C=NC(=N2)SC)N2CCCCC2